[4-(benzyloxy)-2-fluorophenyl]-2-[3-(trifluoromethyl)phenyl]pyrimidine-4,5-diamine C(C1=CC=CC=C1)OC1=CC(=C(C=C1)C1=C(C(=NC(=N1)C1=CC(=CC=C1)C(F)(F)F)N)N)F